8-{[(2-methylpropan-2-yl)oxy]carbonyl}-2,8-diaza-1-oxaspiro[4.6]undec-2-ene-3-carboxylic acid ethyl ester C(C)OC(=O)C1=NOC2(C1)CCN(CCC2)C(=O)OC(C)(C)C